3,6-dimethylundec-5-en-1-ol CC(CCO)CC=C(CCCCC)C